2-(3,5-diethyl-1-(4-nitrobenzyl)-1H-pyrazol-4-yl)acetonitrile C(C)C1=NN(C(=C1CC#N)CC)CC1=CC=C(C=C1)[N+](=O)[O-]